ClC1=CC(=C(C=C1)C1=CC(=NC2=C1N=C(N(C2=O)C)C)N2CC(O[C@H](C2)C=2C=NN(C2)C)(C)C)F (S)-8-(4-chloro-2-fluorophenyl)-6-(2,2-dimethyl-6-(1-methyl-1H-pyrazol-4-yl)morpholino)-2,3-dimethylpyrido[3,2-d]pyrimidin-4(3H)-one